N-cyclopentyl-3-({4-[({2-[methyl(methylsulfonyl)amino]pyridin-3-yl}methyl)amino]-5-(trifluoromethyl)pyrimidin-2-yl}amino)benzamide C1(CCCC1)NC(C1=CC(=CC=C1)NC1=NC=C(C(=N1)NCC=1C(=NC=CC1)N(S(=O)(=O)C)C)C(F)(F)F)=O